tert-butyl 4-[3-fluoro-5-({2-[(2H3)methyloxy](2H4)ethyl}oxy)pyridin-2-yl]piperazine-1-carboxylate FC=1C(=NC=C(C1)OC(C(OC([2H])([2H])[2H])([2H])[2H])([2H])[2H])N1CCN(CC1)C(=O)OC(C)(C)C